ClC1=C2C(=NC=C1C=1C=C(C=CC1F)N1C(CN(CC1)C(=O)OC(C)(C)C)=O)NC=C2CC tert-butyl 4-(3-(4-chloro-3-ethyl-1H-pyrrolo[2,3-b]pyridin-5-yl)-4-fluorophenyl)-3-oxopiperazine-1-carboxylate